BrC=1C(=NC=C(C1)Cl)CNC(=O)C1CC1 N-[(3-Bromo-5-chloropyridin-2-yl)methyl]cyclopropanecarboxamide